5-(((3-cyano-5-(trifluoromethyl)pyridin-2-yl)amino)methyl)-2,2-difluoro-6-methylmorpholine-4-carboxylate C(#N)C=1C(=NC=C(C1)C(F)(F)F)NCC1C(OC(CN1C(=O)[O-])(F)F)C